COC=1C=C2[C@]3(C(NC2=CC1)=O)[C@@H](C3)C3=CC=C1C(=NNC1=C3)NC3=NN(C=C3OC)C (1R,2S)-5'-methoxy-2-{3-[(4-methoxy-1-methyl-1H-pyrazol-3-yl)amino]-1H-indazol-6-yl}spiro[cyclopropan-1,3'-indol]-2'(1'H)-one